C(C(C)C)[Si]1(O[Si](O[Si](O1)(C=C)CC(C)C)(C=C)CC(C)C)C=C triisobutyl-trivinylcyclotrisiloxane